2-(6-bromopyridin-2-yl)sulfanylacetic acid BrC1=CC=CC(=N1)SCC(=O)O